((1H-pyrrolo[3,2-c]pyridin-2-yl)methyl)-2-(5-((dibenzo[b,d]furan-2-ylmethyl)amino)-6-oxo-2-(1H-pyrazol-4-yl)pyrimidin-1(6H)-yl)acetamide N1C(=CC=2C=NC=CC21)CC(C(=O)N)N2C(=NC=C(C2=O)NCC2=CC1=C(OC3=C1C=CC=C3)C=C2)C=2C=NNC2